(2R,3R,4R,5S)-3,4,5-tris(benzyloxy)-2-methyl-1-((1-(2-(trifluoromethyl)phenyl)azetidin-3-yl)methyl)piperidine C(C1=CC=CC=C1)O[C@@H]1[C@H](N(C[C@@H]([C@H]1OCC1=CC=CC=C1)OCC1=CC=CC=C1)CC1CN(C1)C1=C(C=CC=C1)C(F)(F)F)C